N1=CC=C(C=C1)CC1=CC=C(N)C=C1 4-(4-picolyl)aniline